C(C)(=O)C1=CC=C(OC2=CC=C(C=C2)OC2=CC=C(C=C2)C(C)=O)C=C1 1,4-bis(4-acetylphenoxy)benzene